N[C@@H](CC(=O)OCC)C1=CC(=CC=C1)C1=COC=C1 ethyl (S)-3-amino-3-(3-(furan-3-yl)phenyl)propanoate